(3S,4R)-3-((2,7-dichloro-8-fluoropyrido[4,3-d]pyrimidin-4-yl)(methyl)amino)-4-fluoropyrrolidine-1-carboxylic acid tert-butyl ester C(C)(C)(C)OC(=O)N1C[C@@H]([C@@H](C1)F)N(C)C=1C2=C(N=C(N1)Cl)C(=C(N=C2)Cl)F